N-(3-acetoxy-4-hydroxy-5-(4-chlorophenyl)-2-furanyl)-3-bromo-propylsulfonamide C(C)(=O)OC1=C(OC(=C1O)C1=CC=C(C=C1)Cl)NS(=O)(=O)CCCBr